ClC=1C=C(C=C(C1)Cl)C1=CN=C2N1N=CC(=C2O)C(=O)OCC ethyl 3-(3,5-dichlorophenyl)-8-hydroxyimidazo[1,2-b]pyridazine-7-carboxylate